O=C1NCC(C1)C1=CC=CC=C1 2-oxo-4-phenylpyrrolidine